(benzyloxy)-2-(difluoromethyl)-N-{[1-(dimethylamino)cyclopentyl]methyl}-1-benzothiophene-3-carboxamide C(C1=CC=CC=C1)OC1=CC=CC2=C1C(=C(S2)C(F)F)C(=O)NCC2(CCCC2)N(C)C